((S)-chroman-4-yl)-8-(3,5-dichlorophenyl)-7-fluoroquinoline-3-carboxamide O1CC[C@@H](C2=CC=CC=C12)C1=NC2=C(C(=CC=C2C=C1C(=O)N)F)C1=CC(=CC(=C1)Cl)Cl